(5-chloro-1H-indazol-3-yl)(4-(2-(trifluoromethyl)phenyl)piperidin-1-yl)methanone ClC=1C=C2C(=NNC2=CC1)C(=O)N1CCC(CC1)C1=C(C=CC=C1)C(F)(F)F